NC=1C(=NN(C1)CCCN1CCN(CC1)C(=O)OC(C)(C)C)OC tert-butyl 4-[3-(4-amino-3-methoxy-pyrazol-1-yl)propyl]piperazine-1-carboxylate